N1C=C(C=2C1=NC=CC2)C=2C=C1C(=NC=NC1=CC2)NCC(C(=O)O)(C)C ((6-(1H-pyrrolo[2,3-b]pyridin-3-yl)quinazolin-4-yl)amino)-2,2-dimethylpropionic acid